C(CCC)N(C(CCC)=O)CCCC N,N-dibutylbutyramide